C1(=CC=CC=C1)P(CC[Si](OCC)(OCC)OCC)C1=CC=CC=C1 2-(diphenyl-phosphino)ethyltriethoxy-silane